CSC1=C(C(=O)OC)C=CC(=C1)CCC methyl 2-(methylthio)-4-propylbenzoate